amino-2-(4-methyl-1,2,4-triazol-3-yl)-[1,1'-biphenyl]-4-carbonitrile NC=1C(=C(C=CC1C#N)C1=CC=CC=C1)C1=NN=CN1C